O1CCN(CC1)C=1C2=C(N=C(N1)N/N=C/C=1C=C(C=CC1)C)N=C(S2)C(=O)NC2CCOCC2 7-morpholino-5-[(2E)-2-(m-tolylmethylene)hydrazino]-N-tetrahydropyran-4-yl-thiazolo[4,5-d]pyrimidine-2-carboxamide